BrC1=CC=C(CN2C3N(C4N(C(N(C2C4=O)CC4=CC=C(C=C4)Br)C3=O)CC3=CC=C(C=C3)Br)CC3=CC=C(C=C3)Br)C=C1 2,4,6,8-tetrakis(4-bromobenzyl)-2,4,6,8-tetraazaadamantane-9,10-dione